N-methyl-amino-dipropylamine CN(CCCN)CCC